C(C)(=O)N1CC2(CC2C1)N1C=C2C(=NN(C(C2=CC1=O)=O)C)N[C@H](C)C1=C(C(=CC=C1)C(F)F)F 6-(3-acetyl-3-azabicyclo[3.1.0]hexan-1-yl)-4-(((R)-1-(3-(difluoromethyl)-2-fluoro-phenyl)ethyl)amino)-2-methyl-2,6-dihydropyrido[3,4-d]pyridazine-1,7-dione